C(C)C=1C=CC2=C3C(C(C(=C2C1)OC(=O)C=1C(=CC=CC1)C)=O)=C1C=CC=CC1=C(C3=O)OC(=O)C=3C(=CC=CC3)C 2-ethyl-5,11-dioxo-6,12-bis(o-toluoyloxy)naphthonaphthalene